4-cyclopropyl-1H-benzo[d]imidazole-2-carboxylic acid C1(CC1)C1=CC=CC=2NC(=NC21)C(=O)O